4-carboxy-tert-butoxy-5-trifluoromethylcyclohexane-1,3-dione C(=O)(O)C1C(C(C(CC1C(F)(F)F)=O)OC(C)(C)C)=O